O[C@@H](C(C)=O)C1=CC(=CC=C1)O (R)-1-hydroxy-1-(3-hydroxyphenyl)-2-propanone